4-[2-(5-amino-7-methoxy[1,2,4]triazolo[1,5-c]quinazolin-2-yl)cyclopropyl]-2-fluorobenzamide NC1=NC=2C(=CC=CC2C=2N1N=C(N2)C2C(C2)C2=CC(=C(C(=O)N)C=C2)F)OC